N-(2-CHLORO-6-(TRIFLUOROMETHYL)PHENYL)-4-(2,2-DIFLUOROPYRROLIDINE-1-CARBONYL)-2,5-DIMETHYL-1H-PYRROLE-3-SULFONAMIDE ClC1=C(C(=CC=C1)C(F)(F)F)NS(=O)(=O)C1=C(NC(=C1C(=O)N1C(CCC1)(F)F)C)C